4-(3-(benzo[d]oxazol-2-yl)-2-methoxyphenylamino)-2-(1-(3,5-dimethyl-1H-pyrazol-1-yl)propan-2-ylamino)pyrimidine-5-carboxylic acid O1C(=NC2=C1C=CC=C2)C=2C(=C(C=CC2)NC2=NC(=NC=C2C(=O)O)NC(CN2N=C(C=C2C)C)C)OC